O[C@H](C(=O)OCC)[C@H](C(=O)OCC)CC(C)C diethyl (2S,3R)-2-hydroxy-3-isobutylsuccinate